N[C@@]1(C([C@@H](CCC1)O)=O)C1=C(C(=CC=C1)OC(F)(F)F)F (2R,6R)-2-amino-2-(2-fluoro-3-(trifluoromethoxy)phenyl)-6-hydroxycyclohexane-1-one